CC1=CC=CC2=C1NC[C@@H]1[C@@H](C(N2)=O)N(C(C1)=O)C1=NC(=CC(=C1)C(F)(F)F)C (3ar,11as)-6-methyl-1-(6-methyl-4-(trifluoromethyl)pyridin-2-yl)-1,3a,4,5,10,11a-hexahydro-2H-benzo[b]pyrrolo[2,3-f][1,4]diazocine-2,11(3H)-dione